C1=CC=CC=2C3=CC=CC=C3C(C12)COC(=O)N1C[C@@H](CCC1)N (3R)-3-aminopiperidine-1-carboxylic acid 9H-fluoren-9-ylmethyl ester